FC1=C(C(=O)O)C=C(C(=C1)C)C=1C=C(C=2N(C1)C=C(N2)C)N2CCOCC2 2-fluoro-4-methyl-5-[2-methyl-8-(morpholin-4-yl)imidazo[1,2-a]pyridin-6-yl]benzoic acid